3-(2-fluoro-4-methylphenyl)-4-methyl-5-(trifluoromethyl)-4,5-dihydroisoxazol-5-ol FC1=C(C=CC(=C1)C)C1=NOC(C1C)(O)C(F)(F)F